5-ethyl-N-(5-(hydroxymethyl)benzo[d]isoxazol-3-yl)-2-methoxybenzenesulfonamide C(C)C=1C=CC(=C(C1)S(=O)(=O)NC1=NOC2=C1C=C(C=C2)CO)OC